(3-chloro-4-(4-(2-(3-hydroxycyclobutoxy)pyridin-4-yl)thiophen-2-yl)phenyl)(4-hydroxypiperidin-1-yl)methanone ClC=1C=C(C=CC1C=1SC=C(C1)C1=CC(=NC=C1)OC1CC(C1)O)C(=O)N1CCC(CC1)O